2-hydroxy-4-(4-methacryloyloxy-butoxy)benzophenone OC1=C(C(=O)C2=CC=CC=C2)C=CC(=C1)OCCCCOC(C(=C)C)=O